2-((2R)-4-((3-(2,6-dichlorophenyl)-5-isopropylisoxazol-4-yl)methyl)-2-methylpiperidin-1-yl)-4-methoxybenzo[d]Thiazole-6-carboxylic acid ClC1=C(C(=CC=C1)Cl)C1=NOC(=C1CC1C[C@H](N(CC1)C=1SC2=C(N1)C(=CC(=C2)C(=O)O)OC)C)C(C)C